COC(C1=C(C=CC(=C1)[N+](=O)[O-])C#N)=O 2-cyano-5-nitrobenzoic acid methyl ester